C1OCC12CCN(CC2)C2=CC=C(C=C2)N2N=CC1=CC(=C(C(=C21)F)O)F 1-(4-(2-Oxa-7-azaspiro[3.5]nonan-7-yl)phenyl)-5,7-difluoro-1H-indazol-6-ol